C1(CCCCC1)C(CC)=NO 1-cyclohexyl-1-propanone oxime